ClC1=CC=C(C=C1)N1CCC(CC1)F 1-(4-chlorophenyl)-4-fluoropiperidine